BrC1=CN2C=3SC=4CCCCCC4C3C(=N[C@H](C2=NC1=O)C)C1=C(C=CC=C1F)F (8S)-4-bromo-10-(2,6-difluorophenyl)-8-methyl-19-thia-2,6,9-triazatetracyclo[9.8.0.02,7.012,18]nonadeca-1(11),3,6,9,12(18)-pentaen-5-one